C1(CC1)C=1C=NN(C1CO[C@@]12N([C@@H]([C@@H](CC1)C2)C)C2=CC(=C(C(=O)O)C=C2)F)C2=C(C=CC=C2Cl)Cl 4-[(1S,3R,4S,5R)-[[4-cyclopropyl-1-(2,6-dichlorophenyl)-1H-pyrazol-5-yl]methoxy]-3-methyl-2-azabicyclo[2.2.1]heptan-2-yl]-2-fluorobenzoic acid